2'-(aminomethyl)-7-chloro-6-fluoro-3-methyl-3,4-dihydrospiro[benzo[d][1,2]thiazine-1,1'-cyclopropane]-2,2-dioxide NCC1C2(C1)C1=C(CN(S2(=O)=O)C)C=C(C(=C1)Cl)F